2-(2,6-Dioxopiperidin-3-yl)-5-fluoro-6-(4-((9-(5-methoxy-2-(1-methyl-1H-pyrazol-4-yl)-4-nitrophenyl)-3,9-diazaspiro[5.5]undec-3-yl)methyl)piperidin-1-yl)isoindoline-1,3-dione O=C1NC(CCC1N1C(C2=CC(=C(C=C2C1=O)F)N1CCC(CC1)CN1CCC2(CC1)CCN(CC2)C2=C(C=C(C(=C2)OC)[N+](=O)[O-])C=2C=NN(C2)C)=O)=O